S(=O)(=O)(ON1[C@@H]2CC[C@H](N(C1=O)C2)C(NC(=O)C2C(C2)NC)=N)O (2S,5R)-2-(N-(2-(methylamino) cyclopropane-1-carbonyl) carbamimidoyl)-7-oxo-1,6-diazabicyclo[3.2.1]octan-6-yl hydrogen sulfate